CCCCC/C=C\C/C=C\CCCCCCCCCC(=O)O[C@H](COC(=O)CCCCC/C=C\C/C=C\C/C=C\C/C=C\CCCCC)COP(=O)(O)OC[C@@H](C(=O)O)N 1-(7Z,10Z,13Z,16Z-docosatetraenoyl)-2-(11Z,14Z-eicosadienoyl)-glycero-3-phosphoserine